(S)-3-(2-bromo-5-fluorophenyl)-N-(hex-5-en-1-yl)-N-methyl-2-(methylamino)propenamide TFA salt OC(=O)C(F)(F)F.BrC1=C(C=C(C=C1)F)C=C(C(=O)N(C)CCCCC=C)NC